CC1[NH2+]C(CCC1)C 2,6-dimethylpiperidinium